C(#N)C1=CC=C(C=C1)C(C#C)O p-cyanophenylpropargyl alcohol